sulfuric acid monovinyl ester C(=C)OS(O)(=O)=O